Z-[2-Methyl-4-[3-(4-methylphenyl)-3-[4-[3-(morpholin-4-yl)propynyl]phenyl]allyloxy]-phenoxy]acetic acid CC1=C(OCC(=O)O)C=CC(=C1)OC\C=C(/C1=CC=C(C=C1)C#CCN1CCOCC1)\C1=CC=C(C=C1)C